IC1=CSC2=C1N=C(N=C2)NC2=CC(=CC=C2)N2CCOCC2 7-iodo-N-(3-morpholinophenyl)thieno[3,2-d]pyrimidin-2-amine